3-propylzirconium (IV) CCC[Zr+3]